C(CCCCCCCCCCC)C(C(=O)[O-])(CC(=O)[O-])S(=O)(=O)O.[Na+].[Na+].C(CN(CC(=O)[O-])CC(=O)[O-])N(CC(=O)O)CC(=O)O.[Na+].[Na+] Disodium ethylenediaminetetraacetate DISODIUM LAURYL-SULFOSUCCINATE